CC1=C(N=NN1C1=CC=CC=C1)C(=O)NC=1C=CC=C(OC2=CC(=NC=C2)C(=O)N)C1 4-(5-(5-methyl-1-phenyl-1H-1,2,3-triazole-4-carboxamido)phenoxy)pyridinecarboxamide